3,3,10,10-Tetramethyl-9-(m-tolyl)-2,3,4a,10-tetrahydro-1H-indeno[1,2-c]pyrazolo[1,2-a]pyrazol-1-one CC1(CC(N2N1C1C(C2(C)C)=C(C=2C=CC=CC21)C=2C=C(C=CC2)C)=O)C